N=S(=O)CC1=CC(=CC=C1)OC Imino(3-methoxyphenyl)methyl-λ6-sulfanone